2-(2-Methoxyphenoxy)propylene glycol COC1=C(OC(CO)(C)O)C=CC=C1